C(N)(OC1=C(C(=C(C(=C1CC)OCC#C)Cl)CC)Cl)=O carbamic acid, diethyl-2,4-dichloro-5-(2-propynyloxy)phenyl ester